4-(5-chloro-1-(5-methylhexyl)-3-(nicotinamido)-1H-pyrazolo[3,4-b]pyridin-6-yl)phenyl (2-(dimethylamino)ethyl)carbamate CN(CCNC(OC1=CC=C(C=C1)C1=C(C=C2C(=N1)N(N=C2NC(C2=CN=CC=C2)=O)CCCCC(C)C)Cl)=O)C